C1(CC1)C1=NNC(=C1)NC(CC1=NN(C=C1)C=1SC=CN1)=O N-(3-cyclopropyl-1H-pyrazol-5-yl)-2-(1-(thiazol-2-yl)-1H-pyrazol-3-yl)acetamide